2-(5-bromoselenophen-2-yl)ACETIC ACID BrC1=CC=C([Se]1)CC(=O)O